ClC1=C(OC=2N=CC=C3C=C(N=C(C23)OC(C(F)(F)F)C)N2N=C(N(C2=O)CC)CO)C(=CC=C1)F 2-(8-(2-Chloro-6-fluorophenoxy)-1-((1,1,1-trifluoropropan-2-yl)oxy)-2,7-naphthyridin-3-yl)-4-ethyl-5-(hydroxymethyl)-2,4-dihydro-3H-1,2,4-triazol-3-one